P(=O)(O)(O)O.O=C1C(O)=C(O)[C@H](O1)[C@@H](O)CO ascorbic acid phosphate salt